N-((1s,4s)-4-(3-(5-chloro-4-(5,5-dimethyl-5,6-dihydro-4H-pyrrolo[1,2-b]pyrazol-3-yl)pyridin-2-yl)ureido)cyclohexyl)acetamide ClC=1C(=CC(=NC1)NC(NC1CCC(CC1)NC(C)=O)=O)C1=C2N(N=C1)CC(C2)(C)C